ethyl (2R,6S)-2,6-dimethyl-4-[5-(trifluoromethyl)pyrazin-2-yl]piperazine-1-carboxylate C[C@H]1N([C@H](CN(C1)C1=NC=C(N=C1)C(F)(F)F)C)C(=O)OCC